O1C2=C(C=C1)C(=O)OC(COC2=O)C propylene furandicarboxylate